tert-butyl 3-[3-(aminomethyl)-3-hydroxy-cyclobutyl]-5,7-difluoro-2-(4-fluorophenyl)indole-1-carboxylate NCC1(CC(C1)C1=C(N(C2=C(C=C(C=C12)F)F)C(=O)OC(C)(C)C)C1=CC=C(C=C1)F)O